(5-isopropyl-1H-pyrazol-3-yl)-[(1R,5S)-6-[(2R)-2-methylpyrrolidine-1-carbonyl]-3-azabicyclo[3.1.0]hex-3-yl]methanone C(C)(C)C1=CC(=NN1)C(=O)N1C[C@H]2C([C@H]2C1)C(=O)N1[C@@H](CCC1)C